N-[4-[(6,7-dimethoxy-1,5-naphthyridin-4-yl)oxy]-3-fluorophenyl]-5-(4-fluorophenyl)-1,6-dimethyl-4-oxopyridine-3-carboxamide COC=1N=C2C(=CC=NC2=CC1OC)OC1=C(C=C(C=C1)NC(=O)C1=CN(C(=C(C1=O)C1=CC=C(C=C1)F)C)C)F